ClC1=C2N=C(C=NC2=CC=C1OC=1C=CC2=C(N(C(=N2)C)COCC[Si](C)(C)C)C1)C=1C=NNC1C 2-[[6-[5-chloro-3-(5-methyl-1H-pyrazol-4-yl)quinoxalin-6-yl]oxy-2-methyl-benzimidazol-1-yl]methoxy]ethyl-trimethyl-silane